[Sn].C(CS)(=O)OCCCCCC(C)C isooctyl thioglycolate tin